ClC1=CC=C(C=C1)C1(CN=CC(=C1)C1=NOC=N1)C=O 3-(4-chlorophenyl)(5-(1,2,4-oxadiazolyl)(3-pyridyl)methanone)